5-Chloro-2-methyl-3-isothiazolin ClC1C=CN(S1)C